OCCCOC(NCCC1=CC(=CC=C1)OC1=CC=CC=C1)=O (3-hydroxypropyl)(3-phenoxyphenethyl)carbamate